N-((4-(2-hydroxy-2-methylpropyl)morpholin-2-yl)methyl)-4-isopropyl-5-(8-methyl-[1,2,4]triazolo[1,5-a]pyridin-6-yl)-1H-pyrazole-3-carboxamide OC(CN1CC(OCC1)CNC(=O)C1=NNC(=C1C(C)C)C=1C=C(C=2N(C1)N=CN2)C)(C)C